(R)-2-((5-fluoro-2-hydroxyphenyl)(1H-indole-2-yl)methyl)isoindolin-1-one FC=1C=CC(=C(C1)[C@@H](N1C(C2=CC=CC=C2C1)=O)C=1NC2=CC=CC=C2C1)O